3-(6-(6,6-difluoro-2-azaspiro[3.3]heptan-2-yl)pyridin-3-yl)-1-methyl-1H-1,2,4-triazol-5-amine FC1(CC2(CN(C2)C2=CC=C(C=N2)C2=NN(C(=N2)N)C)C1)F